Cl.C1(=CC=CC2=CC=CC=C12)CC1(CCNCC1)C#N 4-(naphthalen-1-ylmethyl)piperidine-4-carbonitrile hydrochloride